N-[4-[2-(2-aminoethoxy)ethylcarbamoyl]-3-ethyl-phenyl]-5-(2,6-difluoro-4-methoxyphenyl)-1-methylimidazole-2-carboxamide NCCOCCNC(=O)C1=C(C=C(C=C1)NC(=O)C=1N(C(=CN1)C1=C(C=C(C=C1F)OC)F)C)CC